C(=O)O.CC1=NC2=CC=CC=C2C(=N1)N 2-methylquinazolin-4-amine formate